3,7-dimethyl-1-(2-methylallyl)-2-phenyl-1H-indole CC1=C(N(C2=C(C=CC=C12)C)CC(=C)C)C1=CC=CC=C1